O=C1NC(CCC1N1C(C2=CC=C(C=C2C1=O)N1CCN(CC1)CC#CC1CCNCC1)=O)=O 2-(2,6-dioxopiperidin-3-yl)-5-(4-(3-(piperidin-4-yl)propan-2-yn-1-yl)piperazin-1-yl)isoindol-1,3-dione